N-methyl-2-[1-[(4-methylphenyl)methyl]-5-oxopyrrolidin-2-yl]-N-methylsulfonylacetamid CN(C(CC1N(C(CC1)=O)CC1=CC=C(C=C1)C)=O)S(=O)(=O)C